3-fluoro-4-(furo[3,2-c]pyridin-4-yl)-N-[trans-4-(1-hydroxycyclopropyl)cyclohexyl]benzamide FC=1C=C(C(=O)N[C@@H]2CC[C@H](CC2)C2(CC2)O)C=CC1C1=NC=CC2=C1C=CO2